(R)-N-(1-(4-(cyclopropanesulfonamido)pyridin-2-yl)-2-methoxyethyl)-5-(6-ethoxypyrazin-2-yl)thiazole-2-carboxamide C1(CC1)S(=O)(=O)NC1=CC(=NC=C1)[C@H](COC)NC(=O)C=1SC(=CN1)C1=NC(=CN=C1)OCC